C[NH+](C(C=O)C(C)C)C N,N,3-trimethyl-1-oxobutan-2-aminium